(R)-(7-Chloro-1H-benzo[d]imidazol-2-yl)(2-methoxy-6-methyl-6,7-dihydrothiazolo[5,4-c]pyridin-5(4H)-yl)methanone ClC1=CC=CC2=C1NC(=N2)C(=O)N2CC1=C(C[C@H]2C)N=C(S1)OC